N[C@@H]1CN(CCC1)C1=C(C=NC(=C1)NC1=NC(=NC=C1)C1=C(C=CC=C1OC)F)C=1C=NC(=CC1)N1CCCCC1 (S)-4-(3-aminopiperidin-1-yl)-N-(2-(2-fluoro-6-methoxyphenyl)pyrimidin-4-yl)-6'-(piperidin-1-yl)-[3,3'-bipyridin]-6-amine